FC1(CCN2C1=NC1=C2C=CC=C1NC(C1=C(C=C(C=C1)I)N1CCC(CC1)=C(F)F)=O)F N-(3,3-difluoro-2,3-dihydro-1H-benzo[d]pyrrolo[1,2-a]imidazol-5-yl)-2-(4-(difluoromethylene)piperidin-1-yl)-4-iodobenzamide